(2,5-difluoro-3-methanesulfonylphenyl)methanol FC1=C(C=C(C=C1S(=O)(=O)C)F)CO